p-(triethoxysilyl)phenyl-succinic anhydride C(C)O[Si](C1=CC=C(C=C1)C1C(=O)OC(C1)=O)(OCC)OCC